N[C@@H]([C@H](O)C)C(=O)NC(=O)NC1=C2NC=NC2=NC=N1 N6-threonylcarbamoyladenine